(S)-8-((3S,5R)-4-acryloyl-3,5-dimethylpiperazin-1-yl)-11-(4-fluorophenyl)-3-(methoxy-d3)-10-(trifluoromethyl)-3,4-dihydro-2H,6H-[1,4]thiazepino[2,3,4-ij]quinazolin-6-one C(C=C)(=O)N1[C@H](CN(C[C@H]1C)C1=NC(N2C3=C(C(=C(C=C13)C(F)(F)F)C1=CC=C(C=C1)F)SC[C@H](C2)OC([2H])([2H])[2H])=O)C